4-cyclohexyl-N6-(2-methoxy-4-morpholinophenyl)-3-(thiazol-5-yl)-1H-pyrazolo[3,4-d]pyrimidine-4,6-diamine C1(CCCCC1)C1(C=2C(=NC(=N1)NC1=C(C=C(C=C1)N1CCOCC1)OC)NNC2C2=CN=CS2)N